OC1=CC=C(C=C1)CCC(=O)O 3-(4-Hydroxyphenyl)propionic acid